C(C)(C)(C)OC(=O)N1C[C@@H]([C@H](C1)NC1=NC(=CC=C1)C1=CN=C2N1N=C(C=C2)C=2C=NN1C2C=CC=C1)F (3S,4S)-3-fluoro-4-[[6-(6-pyrazolo[1,5-a]pyridin-3-yl-imidazo[1,2-b]pyridazin-3-yl)-2-pyridinyl]amino]pyrrolidine-1-carboxylic acid tert-butyl ester